N-methyl-1-(pyridin-4-yl)-1H-pyrazol-4-amine CNC=1C=NN(C1)C1=CC=NC=C1